C(CC)[Si](OCC)(OCC)OCC.[Na].[Na].[Na] trisodium propyl-triethoxysilane